O1C(OC2=C1C=CC=C2)CC2=NC1=C(N2C(=O)N)C=CC=C1N1CCN(CC1)C (Benzo[d][1,3]dioxol-2-ylmethyl)-4-(4-methylpiperazin-1-yl)-1H-benzo[d]imidazole-1-carboxamide